C(C)OP(=O)(OCC)CC[C@H]1O[C@@H]([C@H]([C@H]([C@@H]1OCC1=CC(=C(C=C1)OC)OC)OCC1=CC(=C(C=C1)OC)OC)OCC1=CC(=C(C=C1)OC)OC)OC1=CC=C(C=C1)OC (2R,3R,4S,5S,6R)-2-(2-diethoxyphosphorylethyl)-3,4,5-tris[(3,4-dimethoxyphenyl)methoxy]-6-(4-methoxyphenoxy)tetrahydropyran